ClC1=CC=C(C(=O)C2=C(N(C3=CC(=CC=C23)O)CC2CCC2)CC(C(=O)O)(C)C)C=C1 3-(3-(4-chlorobenzoyl)-1-(cyclobutylmethyl)-6-hydroxy-1H-indol-2-yl)-2,2-dimethylpropanoic acid